C(CCCC)NC1=CC=CC=2C(=CC=CC12)NCCCCC N1,N5-dipentyl-1,5-naphthalenediamine